[Si](C)(C)(C(C)(C)C)OCC1=NN(C(=N1)CO[Si](C)(C)C(C)(C)C)C 3,5-bis(((tert-butyldimethylsilyl)oxy)methyl)-1-methyl-1H-1,2,4-triazole